C1(CC1)CNC1(CN(C1)C1=NC=C(C=C1F)C1=NN(C2=CC=C(C=C12)O[C@H](C)C1=C(C=NC=C1Cl)Cl)C1OCCCC1)CC#N 2-[3-(cyclopropylmethylamino)-1-[5-[5-[(1R)-1-(3,5-dichloro-4-pyridinyl)ethoxy]-1-tetrahydropyran-2-yl-indazol-3-yl]-3-fluoro-2-pyridinyl]azetidin-3-yl]acetonitrile